FC(C)(F)C=1C(=C(C=CC1)[C@@H](C)NC1=NN(C(C=2C1=CN(C(C2)=O)C2CCOCC2)=O)C)F (R)-4-((1-(3-(1,1-difluoroethyl)-2-fluorophenyl)ethyl)amino)-2-methyl-6-(tetrahydro-2H-pyran-4-yl)-2,6-dihydropyrido[3,4-d]pyridazin-1,7-dione